6-ethoxy-6-((triethylsilyl)oxy)hexyl 2-hexyldecanoate C(CCCCC)C(C(=O)OCCCCCC(O[Si](CC)(CC)CC)OCC)CCCCCCCC